N-(4,6-diamino-2-(1-(2,6-difluorobenzyl)-1H-pyrazolo[3,4-c]pyridazin-3-yl)pyrimidin-5-yl)-2,2-difluoropropionamide NC1=NC(=NC(=C1NC(C(C)(F)F)=O)N)C1=NN(C2=NN=CC=C21)CC2=C(C=CC=C2F)F